3-nonen-1-ol C(CC=CCCCCC)O